ClC1=CC=C(C=C1)C1=C(NC2=C(C=CC=C12)C(C)C)C(=O)O 3-(4-chlorophenyl)-7-isopropyl-1H-indole-2-carboxylic acid